4-[(2,5-dioxo-2,5-dihydro-1H-pyrrol-1-yl)methyl]cyclohexane-1-carboxylic acid 2,5-dioxopyrrolidin-1-yl ester O=C1N(C(CC1)=O)OC(=O)C1CCC(CC1)CN1C(C=CC1=O)=O